BrCC1=CC=C2N=C(C(NC2=C1C(F)F)=O)C 7-(bromomethyl)-8-(difluoromethyl)-3-methyl-1H-quinoxalin-2-one